(5-(2-cyclopropyl-4-fluorophenyl)-3-hydroxy-2,3-dihydrospiro[indene-1,3'-pyrrolidin]-1'-yl)(5-fluoropyridin-2-yl)methanone phenyl-isobutylcarbamate C1(=CC=CC=C1)N(C(O)=O)CC(C)C.C1(CC1)C1=C(C=CC(=C1)F)C=1C=C2C(CC3(CN(CC3)C(=O)C3=NC=C(C=C3)F)C2=CC1)O